C(C1=CC=CC=C1)[C@@H]1C(N2C(N(O1)C(=O)O[C@@H](C)CC)CN(C([C@@H]2CC2=CC=CC=C2)=O)CC(C)C)=O (S)-sec-butyl (3R,6S)-3,6-dibenzyl-8-isobutyl-4,7-dioxohexahydropyrazino[2,1-c][1,2,4]oxadiazine-1(6H)-carboxylate